CN1C(=NC=C1C=1C=C2C=C(N=CC2=CC1)NC(=O)[C@@H]1CC[C@H](CC1)CN1CC(C1)F)C trans-N-(6-(1,2-dimethyl-1H-imidazol-5-yl)isoquinolin-3-yl)-4-((3-fluoroazetidin-1-yl)methyl)cyclohexane-1-carboxamide